(S)-(1-chloro-1-oxo-pent-4-en-2-yl)(methyl)carbamic acid ClC([C@H](CC=C)N(C(O)=O)C)=O